1-(3,4,5-trimethoxyphenyl)-1,2,3,4-tetrahydro-β-carboline COC=1C=C(C=C(C1OC)OC)C1NCCC=2C3=CC=CC=C3NC12